di-iso-nonyl-1,2-cyclohexanedicarboxylate C(CCCCCC(C)C)OC(=O)C1C(CCCC1)C(=O)OCCCCCCC(C)C